C(C1=CC=CC=C1)C=1OC2(CC(C3(OCCO3)CC2)(C)C)CC1 10-benzyl-6,6-dimethyl-1,4,9-trioxadispiro[4.2.48.25]tetradec-10-ene